2,2-difluoro-2-(3-fluoro-5-methylphenyl)acetic acid FC(C(=O)O)(C1=CC(=CC(=C1)C)F)F